Chloroform (S)-oxan-2-ylmethyl-3-nitrobenzenesulfonate O1[C@@H](CCCC1)COS(=O)(=O)C1=CC(=CC=C1)[N+](=O)[O-].C(Cl)(Cl)Cl